Tetradecyl Peroxydicarbonate C(=O)(OCCCCCCCCCCCCCC)OOC(=O)[O-]